C(#N)C1=C(C=CC=C1)C(C(C)C=1N(C(C(=C(N1)C(=O)OCC)OC)=O)C)C=1C=NNC1 ethyl 2-(1-(2-cyanophenyl)-1-(1H-pyrazol-4-yl) propan-2-yl)-5-methoxy-1-methyl-6-oxo-1,6-dihydropyrimidine-4-carboxylate